9-(4-methoxybenzyl)-6-(1H-pyrazolo[4,3-c]pyridin-1-yl)-9H-purine-2-carbothioamide COC1=CC=C(CN2C3=NC(=NC(=C3N=C2)N2N=CC=3C=NC=CC32)C(N)=S)C=C1